potassium (4-fluorophenyl)methanesulfonamide FC1=CC=C(C=C1)CS(=O)(=O)N.[K]